(2R,3S)-N-(2-Amino-4-((4-hydroxybenzyl)amino)phenyl)-2,3-difluorodecanamid NC1=C(C=CC(=C1)NCC1=CC=C(C=C1)O)NC([C@H]([C@H](CCCCCCC)F)F)=O